(S)-1-(3-((4-methyl-6-((5-(2-phenyl-2H-tetrazol-5-yl)thiazol-2-yl)amino)pyridin-2-yl)amino)piperidin-1-yl)prop-2-en-1-one CC1=CC(=NC(=C1)NC=1SC(=CN1)C=1N=NN(N1)C1=CC=CC=C1)N[C@@H]1CN(CCC1)C(C=C)=O